CN1N=NC(=C1C1=CC=C(OCC2=NC3=CC=CC=C3C=C2)C=C1)C1=CC=NC=C1 2-((4-(3-methyl-5-(pyridin-4-yl)-3H-1,2,3-triazol-4-yl)phenoxy)methyl)quinoline